(S)-4-amino-4-(3-pyridyl)-1-butanol N[C@@H](CCCO)C=1C=NC=CC1